cesium methanolate C[O-].[Cs+]